OCC1=CC(CCC1)C1=C(C=C(C=C1O)CCCCC)O 2-[3-(Hydroxymethyl)cyclohex-2-en-1-yl]-5-pentylbenzene-1,3-diol